5-(1-(2-methoxyethyl)-2-((tetrahydro-2H-pyran-4-yl)methyl)-1H-benzo[d]imidazol-6-yl)-1,3-dimethylpyridin-2(1H)-one COCCN1C(=NC2=C1C=C(C=C2)C=2C=C(C(N(C2)C)=O)C)CC2CCOCC2